3-(4-(benzyloxy)-6-bromo-1-oxoisoindolin-2-yl)piperidine-2,6-dione C(C1=CC=CC=C1)OC1=C2CN(C(C2=CC(=C1)Br)=O)C1C(NC(CC1)=O)=O